1,3-bis(2-mercaptoethylthiomethyl)benzene SCCSCC1=CC(=CC=C1)CSCCS